C(#N)C1=C(N=C2N(C1=O)C=C(C=C2[C@@H](C)NC2=C(C(=O)O)C=CC=C2)C)N2CCC1(C(C1(F)F)(F)F)CC2 (R)-2-((1-(3-cyano-7-methyl-4-oxo-2-(1,1,2,2-tetrafluoro-6-azaspiro[2.5]octan-6-yl)-4H-pyrido[1,2-a]pyrimidin-9-yl)ethyl)amino)benzoic acid